C(C)(C)(C)OC(=O)N1C(CC(C1)=O)C1=C(C=CC(=C1)C(=O)OC)C.ClC1=CC=C(C=N1)C1=C(C=C(C=C1)NC(CC1=C(C=C(C=C1)C)F)=O)S(N)(=O)=O N-[4-(6-Chloropyridin-3-yl)-3-sulfamoylphenyl]-2-(2-fluoro-4-methylphenyl)acetamide tert-butyl-2-(5-(methoxycarbonyl)-2-methylphenyl)-4-oxopyrrolidine-1-carboxylate